N1=C(C=CC=C1)N1N=CC=C1 2-(2-pyridyl)-diazole